4,5,7-trichloro-8-fluoro-2-(methylthio)pyrido[4,3-d]pyrimidine ClC=1C2=C(N=C(N1)SC)C(=C(N=C2Cl)Cl)F